tin mono-sulfide [Sn]=S